thio-diethyleneglycol e-bis(3,5-di-t-butyl-4-hydroxy-phenylpropionate) C(C)(C)(C)C=1C=C(C=C(C1O)C(C)(C)C)C(C(=O)OCCSCCOC(C(C)C1=CC(=C(C(=C1)C(C)(C)C)O)C(C)(C)C)=O)C